methyl 3,3-bis(2-methoxymethoxy-phenyl)-acrylate COCOC1=C(C=CC=C1)C(=CC(=O)OC)C1=C(C=CC=C1)OCOC